tris(4-tert-butylphenyl) phosphite P(OC1=CC=C(C=C1)C(C)(C)C)(OC1=CC=C(C=C1)C(C)(C)C)OC1=CC=C(C=C1)C(C)(C)C